2-(5-fluoro-1-(1-(4-(propan-2-ylidene)cyclohexyl) piperidin-4-yl)-3-(pyrrolidin-1-ylmethyl)-1H-indol-2-yl)ethyl sulfamate S(N)(OCCC=1N(C2=CC=C(C=C2C1CN1CCCC1)F)C1CCN(CC1)C1CCC(CC1)=C(C)C)(=O)=O